diamino-4,4'-stilbenedicarboxylic acid NC(=C(C1=CC=C(C=C1)C(=O)O)N)C1=CC=C(C=C1)C(=O)O